OC(C(=O)O)(CC)P(=O)(OC)O hydroxy(methyl)phosphonobutyric acid